4-Chloro-6-(3-methoxy-2-methylphenyl)-2-(1-methyl-1H-imidazol-2-yl)-5-phenylpyrrolo[2,1-f][1,2,4]triazine ClC1=NC(=NN2C1=C(C(=C2)C2=C(C(=CC=C2)OC)C)C2=CC=CC=C2)C=2N(C=CN2)C